N-(2-(1,2-dimethylpiperidin-3-yl)thieno[2,3-b]pyridin-4-yl)-4-fluorobenzo[d]thiazol-5-amine CN1C(C(CCC1)C1=CC=2C(=NC=CC2NC=2C=CC3=C(N=CS3)C2F)S1)C